3-methyl-2-(4-{[1-methyl-4-(pyridin-4-yl)-1H-pyrazol-3-yl]methoxy}phenyl)quinoline CC=1C(=NC2=CC=CC=C2C1)C1=CC=C(C=C1)OCC1=NN(C=C1C1=CC=NC=C1)C